C1(=CC(=CC=C1)C=1OCC(N1)(C)C)C=1OCC(N1)(C)C m-phenylenedi(4,4'-dimethyl-2-oxazoline)